FC1=C(N=CC2=C1N=C(N=C2N2CCC=CCC2)OC[C@]21CCCN1C[C@@H](C2)F)N2C1=C(C=3C=CC=CC23)NN=C1 4-(8-fluoro-2-(((2R,7aS)-2-fluorotetrahydro-1H-pyrrolizin-7a(5H)-yl)methoxy)-4-(2,3,6,7-tetrahydro-1H-azepin-1-yl)pyrido[4,3-d]pyrimidin-7-yl)-1,4-dihydropyrazolo[4,3-b]indole